C1(CCCCC1)=C(C#N)C1=C(C=CC=C1)C 2-Cyclohexyliden-2-(o-tolyl)acetonitril